5-cyclopropyl-1-(pyridin-3-yl)-1H-pyrazole-4-carboxylic acid C1(CC1)C1=C(C=NN1C=1C=NC=CC1)C(=O)O